C(C)(C)(C)OC(=O)N1C(C=2C(=NC=CC2C1=O)C1=C2C(=NC=C1)N(C=C2)C)NC2=NC(=C(C=C2)C2COCC2)CO ((6-(hydroxymethyl)-5-(tetrahydrofuran-3-yl)pyridin-2-yl)amino)-4-(1-methyl-1H-pyrrolo[2,3-b]pyridin-4-yl)-1-oxo-1,3-dihydro-2H-pyrrolo[3,4-c]pyridine-2-carboxylic acid tert-butyl ester